3-tert-butyl-N-[{2-[3,5-dimethyl-1-(propan-2-yl)-1H-pyrazol-4-yl]-1H-imidazo[4,5-b]pyridin-7-yl}-1,2,3,4-tetrahydronaphthalen-1-yl]-1,2,4-oxadiazole-5-carboxamide C(C)(C)(C)C1=NOC(=N1)C(=O)NC1(CCCC2=CC=CC=C12)C1=C2C(=NC=C1)N=C(N2)C=2C(=NN(C2C)C(C)C)C